bis(4-(7-azabenzooxazol-2-yl)-phenyl)-[1,1']binaphthyl-4-yl-amine O1C(=NC2=C1N=CC=C2)C2=CC=C(C=C2)N(C2=CC=C(C1=CC=CC=C21)C2=CC=CC1=CC=CC=C21)C2=CC=C(C=C2)C=2OC1=C(N2)C=CC=N1